C(#N)[C@H](C[C@H]1C(NCCC1)=O)NC(=O)[C@H]1N([C@@H]2CC([C@H]1CC2)(F)F)C([C@@H](CC2CCC2)NC(C(F)(F)F)=O)=O (1S,3S,4S)-N-[(1S)-1-cyano-2-[(3S)-2-oxo-3-piperidyl]ethyl]-2-[(2R)-3-cyclobutyl-2-[(2,2,2-trifluoroacetyl)amino]propanoyl]-5,5-difluoro-2-azabicyclo[2.2.2]octane-3-carboxamide